CN1C(N(C=2NC(=NC2C1=O)[N+](=O)[O-])C)=O 1,3-dimethyl-8-nitro-1H-purine-2,6(3H,9H)-dione